OC1=CC=C(C(=O)N/N=C(\C)/C2=CC3=CC=CC=C3C=C2)C=C1 (E)-4-hydroxy-N'-(1-(naphthalen-2-yl)ethylidene)benzohydrazide